N2,N4-dicyclobutyl-5-(trifluoromethyl)pyrimidine-2,4-diamine C1(CCC1)NC1=NC=C(C(=N1)NC1CCC1)C(F)(F)F